CON(C(=O)[C@H](C)NC([O-])=O)C N-((1S)-1-(methoxy(methyl)carbamoyl)ethyl)carbamate